Cl.CN1C2CNCC1CC2 8-methyl-3,8-diaza-bicyclo[3.2.1]octane hydrochloride